2,3-diphenyl-4-oxo-6-methoxycarbonylcinnoline C1(=CC=CC=C1)N1NC2=CC=C(C=C2C(C1C1=CC=CC=C1)=O)C(=O)OC